6-tert-Butyl-N-[[6-[[2-[[(3S)-5,5-dimethylpyrrolidin-3-yl]methyl]-4,4-dimethyl-pentyl]amino]-2-pyridyl]sulfonyl]-2-fluoro-pyridine-3-carboxamide C(C)(C)(C)C1=CC=C(C(=N1)F)C(=O)NS(=O)(=O)C1=NC(=CC=C1)NCC(CC(C)(C)C)C[C@@H]1CNC(C1)(C)C